(R)-4-methyl-1,3,2-dioxathiane-2,2-dioxide C[C@H]1OS(OCC1)(=O)=O